C1(=CC(=CC=C1)NC([C@H](C(C)O)NC(CS)=O)=O)NC([C@H](C(C)O)NC(CS)=O)=O (2S,2'S)-N,N'-(1,3-phenylene)bis(3-hydroxy-2-(2-mercaptoacetamido)butanamide)